ClC=1C(=C2C=NNC2=CC1F)OC1=NC=CC2=C1N=C(N=C2N2CCN(CC2)C(C=C)=O)OCC=2C=NC=CC2 1-(4-{8-[(5-chloro-6-fluoro-1H-indazol-4-yl)oxy]-2-(pyridin-3-ylmethoxy)pyrido[3,4-d]pyrimidin-4-yl}piperazin-1-yl)prop-2-en-1-one